2-(thiazol-2-yl)acrylonitrile S1C(=NC=C1)C(C#N)=C